bis-formyl-N,N'-bis-(2,2,6,6-tetramethyl-4-piperidyl)-Hexamethylenediamine C(=O)N(CCCCCCN(C1CC(NC(C1)(C)C)(C)C)C=O)C1CC(NC(C1)(C)C)(C)C